[4-(3-fluoroazetidin-1-yl)phenyl]acetamide FC1CN(C1)C1=CC=C(C=C1)CC(=O)N